dichloromethane ethylacetate C(C)OC(C)=O.ClCCl